CC1=C(C(CC=C1)(C)C)CCC(=O)C The molecule is a member of the class of cyclohexadienes that is cyclohexa-1,3-diene substituted by a 3-oxobutyl group at position 1 and by methyl groups at positions 2 and 6. It has a role as a human urinary metabolite and a flavouring agent. It is a cyclohexadiene and a methyl ketone.